1-myristoyl-2-stearoyl-sn-glycero-3-phosphocholine C(CCCCCCCCCCCCC)(=O)OC[C@@H](OC(CCCCCCCCCCCCCCCCC)=O)COP(=O)([O-])OCC[N+](C)(C)C